3-(3-(2,5-difluoro-4-methyl-3-(6-(4-methylpiperazin-1-yl)imidazo[1,2-a]pyridine-3-carboxamido)phenyl)-1,2,4-oxadiazol-5-yl)azetidine-1-carboxylic acid methyl ester COC(=O)N1CC(C1)C1=NC(=NO1)C1=C(C(=C(C(=C1)F)C)NC(=O)C1=CN=C2N1C=C(C=C2)N2CCN(CC2)C)F